NC1CCC(CC1)C(=O)N1CC(C2=NC(=CC=C21)C)(C)C ((1r,4r)-4-Aminocyclohexyl)(3,3,5-trimethyl-2,3-dihydro-1H-pyrrolo[3,2-b]pyridin-1-yl)methanone